C(CCC)N1C=[N+](C=C1)CC(CCCC)CC 1-butyl-3-(2-ethylhexyl)imidazolium